7-(((trans)-3-(dimethylamino)cyclopentyl)oxy)-N-((R)-1-(2-methyl-3-(trifluoromethyl)phenyl)ethyl)phthalazin-1-amine CN([C@@H]1C[C@H](CC1)OC1=CC=C2C=NN=C(C2=C1)N[C@H](C)C1=C(C(=CC=C1)C(F)(F)F)C)C